aspartic acid disodium diacetate C(C)(=O)[O-].C(C)(=O)[O-].[Na+].[Na+].N[C@@H](CC(=O)O)C(=O)O